C(C)SC=1N(N=C2C=CC(=CC12)C(C#N)(C)C)C=1C=C2C(=CN1)N(N=C2)CC(C(F)(F)F)(F)F 2-[3-ethylsulfanyl-2-[1-(2,2,3,3,3-pentafluoropropyl)pyrazolo[3,4-c]pyridin-5-yl]indazol-5-yl]-2-methyl-propanenitrile